CN1C(CCC2=CC(=CC=C12)C=1C=C(C=NC1)CNS(=O)(=O)C=1C=NC(=CC1)Cl)=O 6-Chloro-pyridine-3-sulfonic acid [5-(1-methyl-2-oxo-1,2,3,4-tetrahydro-quinolin-6-yl)-pyridin-3-ylmethyl]-amide